N-(5-((6-((S)-3-(3-chloro-2-methylbenzyl)isoxazolidine-2-yl)pyrimidine-4-yl)amino)-2-(4-cyclopropylpiperazine-1-yl)-4-methoxy-phenyl)acrylamide ClC=1C(=C(C[C@@H]2N(OCC2)C2=CC(=NC=N2)NC=2C(=CC(=C(C2)NC(C=C)=O)N2CCN(CC2)C2CC2)OC)C=CC1)C